FC=1C=C(C=C(C1[N+](=O)[O-])F)B(O)O 3,5-difluoro-4-nitrophenylboronic acid